ClC=1C=NN(C(C1Cl)=O)[C@H](C(=O)NC=1C=CC(=C(C1)S(=O)(=O)NCCC=1C=C(C(=O)OC(C)(C)C)C=CC1)C)C tert-butyl 3-[2-[[5-[[(2S)-2-(4,5-dichloro-6-oxo-pyridazin-1-yl)propanoyl]amino]-2-methyl-phenyl]sulfonylamino]ethyl]benzoate